C(C)(=O)NCCNC[C@@]12C[C@H](N([C@H]2C1)C(CNC(=O)C=1C=CC=2C(C3=CC=CC=C3C2C1)(F)F)=O)C(=O)N[C@H](C)C=1SC=C(C1)C(N)=N (1S,3S,5S)-5-(((2-acetamidoethyl)amino)methyl)-N-((R)-1-(4-carbamimidoylthiophen-2-yl)ethyl)-2-((9,9-difluoro-9H-fluorene-3-carbonyl)glycyl)-2-azabicyclo[3.1.0]hexane-3-carboxamide